3-(4-(5-chloro-3-fluoro-pyridin-2-yl)-2-methyl-3,6-dioxo-1-(4-(trifluoro-methyl)benzyl)piperazin-2-yl)propanamide ClC=1C=C(C(=NC1)N1C(C(N(C(C1)=O)CC1=CC=C(C=C1)C(F)(F)F)(C)CCC(=O)N)=O)F